C(C=C)NC([O-])=O allylcarbamate